1-(6-cyano-5-oxo-2,3-dihydro-5H-spiro[indolizine-1,2'-[1,3]dioxolan]-7-yl)-2-ethoxy-2-oxoethyl p-toluenesulfonate CC1=CC=C(C=C1)S(=O)(=O)OC(C(=O)OCC)C1=C(C(N2CCC3(OCCO3)C2=C1)=O)C#N